BrC1=CC=C(C=2N=CNC21)C=2C=NN(C2)C2OCCCC2 4-bromo-7-[1-(oxan-2-yl)pyrazol-4-yl]-3H-1,3-benzodiazole